Ricinoleyl Pentacosanoate C(CCCCCCCCCCCCCCCCCCCCCCCC)(=O)OCCCCCCCC\C=C/C[C@H](O)CCCCCC